COC=1C=C2C(=CN(C(C2=CC1OC)=O)C1=CC=C2CCC(N(C2=C1)C)=O)C(=O)N1CCCCC1 7-(6,7-dimethoxy-1-oxo-4-(piperidine-1-carbonyl)isoquinolin-2(1H)-yl)-1-methyl-3,4-dihydroquinolin-2(1H)-one